2,3-dibromo-2-propen-1-ol BrC(CO)=CBr